5,6-dimethyl-1,3-dihydro-2H-benzo[d]imidazol-2-one CC1=CC2=C(NC(N2)=O)C=C1C